COC1=CC=C(C2=C1NC(=N2)NC(=O)C2=CC(=NC=C2)N2CC1(CCOC1)CC2)C2CCOCC2 N-[7-methoxy-4-(oxan-4-yl)-1H-1,3-benzodiazol-2-yl]-2-{2-oxa-7-azaspiro[4.4]nonan-7-yl}pyridine-4-carboxamide